rac-methyl (6S,7S,8S,9R)-3-chloro-6-(4-(difluoromethyl)phenyl)-9-hydroxy-10-oxo-7-phenyl-6,7,8,9-tetrahydro-6,9-methanooxepino[3,2-b]pyridine-8-carboxylate ClC=1C=C2C(=NC1)[C@@]1([C@H]([C@H]([C@@](O2)(C1=O)C1=CC=C(C=C1)C(F)F)C1=CC=CC=C1)C(=O)OC)O |r|